[Si](C)(C)(C(C)(C)C)OCCN1CCC(C2=CC=C(N=C12)Cl)NS(=O)C(C)(C)C N-(1-(2-((tert-butyldimethylsilyl)oxy)ethyl)-7-chloro-1,2,3,4-tetrahydro-1,8-naphthyridin-4-yl)-2-methylpropane-2-sulfinamide